C[Si]([Si]([Si]([Si]([Si]([Si]([Si]([Si](OC)(OC)OC)(OC)OC)(OC)OC)(OC)OC)(C1=CC=CC=C1)C1=CC=CC=C1)(C)C)(C)C)(C)C heptamethyldiphenylnonamethoxyoctasilane